C1=C(C=CC=2OC3=C(C21)C=CC=C3)C=3C(=NC(=C(C3C3=C(C=CC=C3)C3=NC(=NC(=N3)C3=CC=CC=C3)C3=CC=CC=C3)N3C2=C(C1=CC=CC=C31)C=CN=C2)C2=CC3=C(OC1=C3C=CC=C1)C=C2)N2C1=C(C3=CC=CC=C23)C=CN=C1 9,9'-(3,6-bis(dibenzo[b,d]furan-2-yl)-4-(2-(4,6-diphenyl-1,3,5-triazin-2-yl)phenyl)pyridine-2,5-diyl)bis(9H-pyrido[3,4-b]indole)